BrC1=NC(=NC(=N1)C1=CC=CC=C1)C1=CC=CC=C1 bromo-4,6-diphenyl-1,3,5-triazine